8-(2-Methyl-4-(trifluoromethyl)phenyl)-9-(4-((1-(3,3,3-trifluoropropyl)azetidin-3-yliden)methyl)phenyl)-6,7-dihydro-5H-benzo[7]annulen CC1=C(C=CC(=C1)C(F)(F)F)C=1CCCC2=C(C1C1=CC=C(C=C1)C=C1CN(C1)CCC(F)(F)F)C=CC=C2